3-(oxetane-3-yl)-2-oxoimidazole O1CC(C1)N1C(NC=C1)=O